C12(CCC3=CC=CC=C13)CCCC2 2',3'-dihydrospiro[cyclopentane-1,1'-indene]